tyrosin N[C@@H](CC1=CC=C(C=C1)O)C(=O)O